C(CCCCCCCCCCC)OC(=O)C1C(CCCC1)C(=O)OCCCCCCCCCCCC cyclohexane-1,2-dicarboxylic acid di-n-dodecyl ester